FC=1C=C(C=C(C1CN[C@H]1CNC(C1)=O)OC)C=1C(=C(C=CC1)C1=C(C(=CC=C1)NC(=O)C=1C(N(C(NC1)=O)C)=O)C)C (R)-N-(3''-fluoro-5''-methoxy-2,2'-dimethyl-4''-(((5-oxopyrrolidin-3-yl)amino)methyl)-[1,1':3',1''-terphenyl]-3-yl)-3-methyl-2,4-dioxo-1,2,3,4-tetrahydropyrimidine-5-carboxamide